(R,Z)-6-chloro-1-cyclopropyl-2-methyl-N-(1-(2-methyl-3-(trifluoromethyl)phenyl)ethyl)-pyrido[3,4-d]pyrimidin-4(1H)-imine ClC1=CC/2=C(N(C(=N\C2=N/[C@H](C)C2=C(C(=CC=C2)C(F)(F)F)C)C)C2CC2)C=N1